3-formyl-1-methyl-2-azabicyclo[2.1.1]hexane-2-carboxylic acid tert-butyl ester C(C)(C)(C)OC(=O)N1C2(CC(C1C=O)C2)C